CC1=CNC2=NC=C(C=C21)C=2C=C1CCN(CC1=C(C2)[C@H]2NCCOC2)C(=O)N2CCOCC2 (R)-3-(6-(3-methyl-1H-Pyrrolo[2,3-b]pyridin-5-yl)-2-(morpholine-4-carbonyl)-1,2,3,4-tetrahydroisoquinolin-8-yl)morpholine